BrC=1N=CC=2N(C1)C=C(N2)C(C)C 6-bromo-2-(propan-2-yl)imidazo[1,2-a]pyrazine